C[C@@H]1CC[C@@H](N(C1)C(C(=O)NC=1C=C(C=NC1)C(=O)N)=O)C1=NC=C(C=C1)C 5-[[2-[(2R,5R)-5-methyl-2-(5-methyl-2-pyridyl)-1-piperidyl]-2-oxo-acetyl]amino]pyridine-3-carboxamide